(S)-(-)-2-Methylpropane-2-sulphonamide CC(C)(C)S(=O)(=O)N